C(C)N(C)CC(C(=O)N)(CCO)C1=CC=NC=C1 [ethyl(methyl)amino]pyridin-4-yl{2-hydroxyethyl}propanamide